1-(4-prop-2-ynyloxyphenyl)cyclopropanecarboxylic acid C(C#C)OC1=CC=C(C=C1)C1(CC1)C(=O)O